N-(3-(3-amino-2-hydroxypropoxy)-4-fluorophenyl)-4-cyclopropyl-2-(4-Fluoro-2-methylphenoxy)-5-(trifluoromethyl)benzamide NCC(COC=1C=C(C=CC1F)NC(C1=C(C=C(C(=C1)C(F)(F)F)C1CC1)OC1=C(C=C(C=C1)F)C)=O)O